FC(C1=CC=C(CN2C(CCC2)C2=CC=C(C(=O)N)C=C2)C=C1)(F)F 4-(1-(4-(trifluoromethyl)benzyl)pyrrolidin-2-yl)benzamide